(azetidin-3-ylmethoxy)-N-(2-(1-methyl-2,6-dioxopiperidin-3-yl)-1-oxoisoindolin-5-yl)benzamide N1CC(C1)COC1=C(C(=O)NC=2C=C3CN(C(C3=CC2)=O)C2C(N(C(CC2)=O)C)=O)C=CC=C1